3-(((3-(diethylamino)propyloxy)carbonyl)oxy)-2-((((E)-3-pentylnonan-2-enoyl)oxy) Methyl)propyl (9Z,12Z)-octadeca-9,12-dienoate C(CCCCCCC\C=C/C\C=C/CCCCC)(=O)OCC(COC(=O)OCCCN(CC)CC)COC(\C=C(\CCCCCC)/CCCCC)=O